C(CCC\C=C/CC)OC(CCC(=O)OCCCCCCCNCCCCCCCOC(CCC(OCCCC\C=C/CC)OCCCC\C=C/CC)=O)OCCCC\C=C/CC azanediylbis(heptane-7,1-diyl) bis(4,4-bis(((Z)-oct-5-en-1-yl)oxy)butanoate)